2,4-dimethylbenzyl bromide CC1=C(CBr)C=CC(=C1)C